C(CC)(=O)OC1=CC(=C(C(=C1)C)O)C(C)(C)C (3-t-butyl-4-hydroxy-5-methylphenyl) propionate